ClC1=CC=C(C=C1)NC(=O)C1=NN2C(N=C(C=C2C=2C=NNC2)N(C)CC2=CC(=CC=C2)OC)=C1 N-(4-chlorophenyl)-5-((3-methoxybenzyl)(methyl)amino)-7-(1H-pyrazol-4-yl)pyrazolo[1,5-a]pyrimidine-2-carboxamide